tert-butyl 4-hydroxy-trans-cinnamate OC1=CC=C(/C=C/C(=O)OC(C)(C)C)C=C1